N-(isopropyl(methyl)(oxo)-λ6-sulfaneylidene)-2-(6-(5-(trifluoromethyl)-1,2,4-oxadiazol-3-yl)imidazo[1,2-a]pyridin-2-yl)acetamide C(C)(C)S(=NC(CC=1N=C2N(C=C(C=C2)C2=NOC(=N2)C(F)(F)F)C1)=O)(=O)C